[(3R)-pyrrolidin-3-yl] 2-[6-[5-(6-methyl-2-pyridyl)-1H-imidazol-4-yl]-3-quinolyl]pyridine-4-carboxylate CC1=CC=CC(=N1)C1=C(N=CN1)C=1C=C2C=C(C=NC2=CC1)C1=NC=CC(=C1)C(=O)O[C@H]1CNCC1